N,N'-di-tert-butoxycarbonyl-N'-cyclohexylguanidine C(C)(C)(C)OC(=O)NC(=N)N(C1CCCCC1)C(=O)OC(C)(C)C